2-(1-methyl-1,6-diazaspiro[3.3]heptane-6-carbonyl)pyridin CN1CCC12CN(C2)C(=O)C2=NC=CC=C2